C1(=CC=CC=C1)CCOC1=COC2=C(C1=O)C=CC=C2 3-(2-phenylethoxy)-4H-1-benzopyran-4-one